4-(hydroxymethyl)phenol OCC1=CC=C(C=C1)O